C(C)(C)(C)[Si](OCCC=1C=C(C=O)C=CC1)(C)C 3-[2-[tert-butyl-(dimethyl)silyl]oxyethyl]benzaldehyde